ClC1=CC(=C(C2=C1NC(=N2)C(F)(F)F)N2C(N(C(=CC2=O)C(F)(F)F)C)=O)F 3-[7-Chloro-5-fluoro-2-(trifluoromethyl)-1H-benzimidazol-4-yl]-1-methyl-6-(trifluoromethyl)pyrimidine-2,4(1H,3H)-dion